5-tert-Butyl-[1,2,4]oxadiazole-3-carboxylic acid {(R)-2-[2-(1-methyl-1H-pyrazol-4-yl)-3H-imidazo[4,5-b]pyridin-7-yl]-6,7,8,9-tetrahydro-5H-benzocyclohepten-5-yl}-amide CN1N=CC(=C1)C1=NC=2C(=NC=CC2C=2C=CC3=C(CCCC[C@H]3NC(=O)C3=NOC(=N3)C(C)(C)C)C2)N1